5-bromo-1-(3-(1-methyl-1H-pyrazol-4-yl)phenyl)-1H-pyrazol-3-amine BrC1=CC(=NN1C1=CC(=CC=C1)C=1C=NN(C1)C)N